N-Hydroxy-4-((5-methoxy-1H-indol-1-yl)sulfonyl)benzamide ONC(C1=CC=C(C=C1)S(=O)(=O)N1C=CC2=CC(=CC=C12)OC)=O